silicon titanium-tungsten [W].[Ti].[Si]